ClC1=NC(=CC=C1C(C(C)C)=O)Cl 1-(2,6-dichloropyridin-3-yl)-2-methylpropan-1-one